CN1C=NC(=C1)S(=O)(=O)N1CCC(CC1)NC1=NC=C(C(=N1)C=1SC=C(N1)C(=O)N)C(F)(F)F 2-(2-((1-((1-Methyl-1H-imidazol-4-yl)sulfonyl)piperidin-4-yl)amino)-5-(trifluoromethyl)-pyrimidin-4-yl)thiazole-4-carboxamide